(3R)-3-(2-(5-(benzyloxy)-3-fluoropyridin-2-yl)-2-(4-ethyl-2,3-dioxopiperazine-1-carboxamido)acetamido)-2-hydroxy-3,4-dihydro-2H-benzo[e][1,2]oxaborinine-8-carboxylic acid C(C1=CC=CC=C1)OC=1C=C(C(=NC1)C(C(=O)N[C@@H]1B(OC2=C(C1)C=CC=C2C(=O)O)O)NC(=O)N2C(C(N(CC2)CC)=O)=O)F